COC=1C=C2CCN(C(C2=CC1)C1=CC=C(C=C1)Cl)C 6-methoxy-2-methyl-1-(p-chlorophenyl)-1,2,3,4-tetrahydroisoquinoline